tert-butyl 4-(p-tolylsulfonyloxymethyl)piperidine-1-carboxylate C1(=CC=C(C=C1)S(=O)(=O)OCC1CCN(CC1)C(=O)OC(C)(C)C)C